N-(2-(2-((4-(piperidin-4-ylamino)phenyl)amino)quinazolin-8-yl)pyridin-4-yl)acrylamide N1CCC(CC1)NC1=CC=C(C=C1)NC1=NC2=C(C=CC=C2C=N1)C1=NC=CC(=C1)NC(C=C)=O